O1[C@@H](COCC1)CNC(=O)C1=C(C2=C(C[C@@H](C3=CN(N=C23)CC2CCOCC2)C)O1)C(F)(F)F (4S)-N-{[(2R)-1,4-dioxan-2-yl]methyl}-4-methyl-2-[(oxan-4-yl)methyl]-8-(trifluoromethyl)-4,5-dihydro-2H-furo[2,3-g]indazole-7-carboxamide